4-(1,4,5-triphenyl-1H-imidazole-2-yl)phenol C1(=CC=CC=C1)N1C(=NC(=C1C1=CC=CC=C1)C1=CC=CC=C1)C1=CC=C(C=C1)O